C1(C=CCCC1)=O cyclohex-2-enone